C(C)(C)(C)OC(=O)N1CCC(=C(C1=O)C(NC1=C(C(=CC=C1)Cl)C)=S)O 5-[(3-Chloro-2-methylphenyl)thiocarbamoyl]-4-hydroxy-6-oxo-3,6-dihydropyridine-1(2H)-carboxylic acid tert-butyl ester